(2-bromo-5,6-dihydroimidazo[1,2-a]pyrazin-7(8H)-yl)methanone BrC=1N=C2N(CCN(C2)C=O)C1